1-Azabicyclo[3.2.2]nonan-4-yl (2-(3-(5-(3-methoxypropoxy)pyrimidin-2-yl)phenyl)propan-2-yl)carbamate COCCCOC=1C=NC(=NC1)C=1C=C(C=CC1)C(C)(C)NC(OC1CCN2CCC1CC2)=O